BrC(C(O)=N)CC(=O)O bromo-succinic acid imine